C(C1=CC=CC=C1)N(C([C@H](COC(C)C)NC(=O)OC(C)(C)C)=O)CC(=O)OCC (S)-ethyl 2-(N-benzyl-2-((tert-butoxycarbonyl)amino)-3-isopropoxypropanamido)acetate